C12(NCC(CC1)CC2)C2=NC(=NO2)CCC2=CC=NC=C2 5-((1s,4s)-2-azabicyclo[2.2.2]oct-1-yl)-3-(2-(pyridin-4-yl)ethyl)-1,2,4-oxadiazole